C(C)(C)(C)OC(=O)N1C[C@@H](N(C[C@H]1C)C(=O)OCC1=CC=CC=C1)C(=O)N1CCC1 (2R,5R)-2-(Azetidine-1-carbonyl)-5-methyl-piperazine-1,4-dicarboxylic aCid 1-benzyl Ester 4-tert-butyl Ester